ClC1=NC=C(C(=C1)N[C@@H](CCOC1=C(C=NN1C)C1=NC=CC(=N1)N)C)C#CC=1C=NN(C1)C (R)-2-(5-(3-((2-chloro-5-((1-methyl-1H-pyrazol-4-yl)ethynyl)pyridin-4-yl)amino)butoxy)-1-methyl-1H-pyrazol-4-yl)pyrimidin-4-amine